methyl (11Z)-19-(dimethylamino)octacos-11-enoate CN(C(CCCCCC\C=C/CCCCCCCCCC(=O)OC)CCCCCCCCC)C